2-(t-butyl) 3-methyl (1R,5R)-3-(3-chloropropyl)-2-azabicyclo[3.1.0]hexane-2,3-dicarboxylate ClCCCC1(N([C@@H]2C[C@@H]2C1)C(=O)OC(C)(C)C)C(=O)OC